(3-(((2-Hydroxyethyl)amino)methyl)azetidin-1-yl)(5-(4-(trifluoromethyl)phenoxy)naphthalen-2-yl)methanone OCCNCC1CN(C1)C(=O)C1=CC2=CC=CC(=C2C=C1)OC1=CC=C(C=C1)C(F)(F)F